6-methyl-4-(1-methylcyclopropoxy)-2-((1-(piperidin-4-yl)-1H-pyrazol-4-yl)amino)pyrido[4,3-d]pyrimidin-5(6H)-one CN1C(C2=C(N=C(N=C2OC2(CC2)C)NC=2C=NN(C2)C2CCNCC2)C=C1)=O